C(OCCCCCCCCCCCC\C=C/CCCCCCCC)(OCCCCCCCCCCCC\C=C/CCCCCCCC)=O dierucyl carbonate